N-{[5-chloro-6-(5-fluoro-6-methyl-3-pyridyl)-2-indolyl]methyl}acetamide ClC=1C=C2C=C(NC2=CC1C=1C=NC(=C(C1)F)C)CNC(C)=O